Tert-butyl [4-(hydroxymethyl)-4-methoxycyclohexyl]carbamate OCC1(CCC(CC1)NC(OC(C)(C)C)=O)OC